rac-3-fluoro-3-methyl-4-[(triethylsilyl)oxy]-1,2,3,6-tetrahydropyridine-1-carboxylic acid tert-butyl ester C(C)(C)(C)OC(=O)N1C[C@@](C(=CC1)O[Si](CC)(CC)CC)(C)F |r|